(3-(2,4-Dioxotetrahydropyrimidin-1(2H)-yl)-2-methylquinolin-7-yl)methyl (3-(tert-butyl)isoxazol-5-yl)carbamate C(C)(C)(C)C1=NOC(=C1)NC(OCC1=CC=C2C=C(C(=NC2=C1)C)N1C(NC(CC1)=O)=O)=O